N(=[N+]=[N-])C1C[C@H](O[C@H](C1)C)C |o1:5,7| (2R*,6S*)-4-Azido-2,6-dimethyltetrahydropyran